O=C([C@H](O)[C@@H](O)[C@H](O)[C@H](O)C(=O)[O-])[O-].[Ca+2] Calcium glucarate